BrC1=C(C=C(C=C1)C(C)(C)C)[N+](=O)[O-] 1-bromo-4-(tert-butyl)-2-nitrobenzene